Asparaginyl-Tryptophan N[C@@H](CC(N)=O)C(=O)N[C@@H](CC1=CNC2=CC=CC=C12)C(=O)O